OCC1CC=C(CC1)N1C(N=C(C=C1)NC(=O)N1CCN(CC1)C(C(C)(C)NC(OC(C)(C)C)=O)=O)=O tert-butyl (1-(4-((1-(4-(hydroxymethyl)cyclohex-1-en-1-yl)-2-oxo-1,2-dihydro pyrimidin-4-yl)carbamoyl)piperazin-1-yl)-2-methyl-1-oxopropan-2-yl)carbamate